N1(CCNCC1)C1=CC=C(C=C1)NC(C1=CC(C(=O)NC2=CC=C(C=C2)N2CCNCC2)=CC=C1)=O N,N'-bis-(4-piperazin-1-yl-phenyl)-isophthalamide